Cl.C(C)(C)NC(=O)C1(CCNCC1)C N-isopropyl-4-methyl-piperidine-4-carboxamide hydrochloride